OC[C@H](C[C@H]1C(NCC1)=O)NC([C@H](CCCC)NC(OC(C(C)(C)C1=CC(=CC=C1)Cl)C1=CC=CC=C1)=O)=O 2-(3-chlorophenyl)-2-methyl-1-phenylpropyl ((S)-1-(((S)-1-hydroxy-3-((S)-2-oxopyrrolidin-3-yl)propan-2-yl)amino)-1-oxohexan-2-yl)carbamate